5-chloro-6-iodoisobenzofuran-1(3H)-one ClC=1C=C2COC(C2=CC1I)=O